COC=1C=C(C=CC1OC)C(C)NC(C=C)=O N-(1-(3,4-dimethoxyphenyl)ethyl)acrylamide